1-(9Z-octadecenoyl)-sn-glycero-3-phosphate CCCCCCCC/C=C\CCCCCCCC(=O)OC[C@H](COP(=O)(O)O)O